BrC1=C(C=C(C(=C1)Br)OC)S(=O)(=O)NC(CNC1=CC=CC=C1)CCC=C 2,4-dibromo-5-methoxy-N-(1-(phenylamino)hex-5-en-2-yl)benzenesulfonamide